N-(4-methoxyphenyl)-N-methylsulfonamide COC1=CC=C(C=C1)N(S(=O)=O)C